tert-butyl 7-amino-4-(6-methylpyrazolo[1,5-a]pyridin-3-yl)-1-oxoisoindoline-2-carboxylate NC=1C=CC(=C2CN(C(C12)=O)C(=O)OC(C)(C)C)C=1C=NN2C1C=CC(=C2)C